N,N-diisononylamine C(CCCCCC(C)C)NCCCCCCC(C)C